FC=1C=CC=2CC3C(N4N(C3CO)C(CC4(C)C)=O)C2C1 6-Fluoro-10-(hydroxymethyl)-3,3-dimethyl-2,3,4a,9,9a,10-hexahydro-1H-indeno[1,2-c]pyrazolo[1,2-a]pyrazol-1-one